N-tetradecyl-2-ethyl-3,5-dihydroxypyridin-4-one C(CCCCCCCCCCCCC)N1C(=C(C(C(=C1)O)=O)O)CC